triethyl-(5-pentylthien-2-yl)silane C(C)[Si](C=1SC(=CC1)CCCCC)(CC)CC